C(C)(C)(C)OC(=O)N1CCC(CC1)C(=O)N1CCN(CC1)C(C1=C(C=C(C=C1)NC(=O)C=1N(C(=CN1)C=1C(=NC(=C(C1)F)NC)F)C)Cl)=O 4-[4-[2-chloro-4-[[5-[2,5-difluoro-6-(methylamino)-3-pyridinyl]-1-methyl-imidazole-2-carbonyl]amino]benzoyl]piperazine-1-carbonyl]piperidine-1-carboxylic acid tert-butyl ester